C(C)(=O)C=1N=C2N(N=CC(=C2C(C)C)C(=O)O)C1C1=CC(=CC(=C1)Cl)Cl 2-acetyl-3-(3,5-dichlorophenyl)-8-isopropylimidazo[1,2-b]pyridazine-7-carboxylic acid